C(C=C)(=O)OC1=CC=CC2=CC3=CC=CC=C3C=C12 anthracyl acrylate